Boc-1-amino-4,7,10-trioxa-13-tridecanamine C(=O)(OC(C)(C)C)C(CCOCCOCCOCCCN)N